(S)-Phenyl 3-(4-chlorophenyl)-4-nitrobutanoate ClC1=CC=C(C=C1)[C@H](CC(=O)OC1=CC=CC=C1)C[N+](=O)[O-]